Aminouridine C1=CN(C(=O)NC1=O)[C@]2([C@@H]([C@@H]([C@H](O2)CO)O)O)N